ClC=1C=C(OC2C(C(C2(C)C)N2C(C3=CC=C(C=C3C2)C=2N=NN(C2)CCCCOCC(=O)O)=O)(C)C)C=CC1C#N 2-(4-(4-(2-((1r,3r)-3-(3-chloro-4-cyanophenoxy)-2,2,4,4-tetramethylcyclobutyl)-1-oxoisoindolin-5-yl)-1H-1,2,3-triazol-1-yl)butoxy)acetic acid